4-(tert-butyl)-N-(3-((4-chlorophenyl)amino)-3-oxo-1-(thiophen-2-yl)prop-1-en-2-yl)benzamide C(C)(C)(C)C1=CC=C(C(=O)NC(=CC=2SC=CC2)C(=O)NC2=CC=C(C=C2)Cl)C=C1